(E)-6-(4-Aminobut-1-en-1-yl)-N-(2,6-dioxopiperidin-3-yl)picolinamide NCC/C=C/C1=CC=CC(=N1)C(=O)NC1C(NC(CC1)=O)=O